COC(=O)C1=CC2=C(NC(=N2)OC)C=C1 2-methoxy-1H-benzo[d]Imidazole-5-carboxylic acid methyl ester